FC(C1=CC=C(CCC2=NOC(=C2)C(=O)O)C=C1)(F)F 3-(4-(trifluoromethyl)phenethyl)isoxazole-5-carboxylic acid